((Z)-[6-chloro-5-(2,6-difluorophenyl)-3-methyl-7-(trifluoromethyl)-1,3-dihydropyrido[3,4-e][1,4]diazepin-2-ylidene]amino)cyclopentanol ClC1=C(N=CC=2N\C(\C(N=C(C21)C2=C(C=CC=C2F)F)C)=N/C2(CCCC2)O)C(F)(F)F